C(C)(=O)N1CC(CCC1)[C@@H]1N(C[C@H](CC1)C)C(C(=O)NC=1C=NC(=C(C1)C)N)=O [(2R,5S)-2-(1-acetyl-3-piperidyl)-5-methyl-1-piperidyl]-N-(6-amino-5-methyl-3-pyridyl)-2-oxo-acetamide